FC1=C(C=C2C(=CN(C(C2=C1)=O)C1=CC(=NC=C1C)OC)C(C)C)B1OC(C(O1)(C)C)(C)C 7-fluoro-4-isopropyl-2-(2-methoxy-5-methylpyridin-4-yl)-6-(4,4,5,5-tetramethyl-1,3,2-dioxaborolan-2-yl)isoquinolin-1(2H)-one